COC(=O)C1=CN(C=C1)CC.BrC=1C=C2C(N(C(=NC2=CC1)Cl)CC=1C=NN(C1)C)=O 6-bromo-2-chloro-3-[(1-methylpyrazol-4-yl)methyl]quinazolin-4-one Methyl-1-ethyl-1H-pyrrole-3-carboxylate